(R)-(3-(4-(2-(3-(fluoromethyl)pyrrolidin-1-yl)ethoxy)phenoxy)-6-hydroxybenzo[b]thiophen-2-yl)(4-hydroxy-2-methylphenyl)methanone FC[C@H]1CN(CC1)CCOC1=CC=C(OC=2C3=C(SC2C(=O)C2=C(C=C(C=C2)O)C)C=C(C=C3)O)C=C1